FC(C#C)(F)F 3,3,3-trifluoropropyne